COCCCC1=CN=C(C(=N1)N1CCC(CC1)C(=O)O)C=1C=C(C2=C(C=CO2)C1)C(F)(F)F 1-(6-(3-methoxypropyl)-3-(7-(trifluoromethyl)benzofuran-5-yl)pyrazin-2-yl)piperidine-4-carboxylic acid